[Cl-].[Li+].[Cl-].CC1(N(C(CCC1)(C)C)[Zn+])C 2,2,6,6-tetramethyl-piperidinylzinc chloride lithium chloride